ClC1=C(C=CC=C1)CN1N=C(C=C1C1=CN=C(S1)OCC(C)C)COC(C(=O)O)(C)C 2-([1-[(2-Chlorophenyl)methyl]-5-[2-(2-methylpropoxy)-1,3-thiazol-5-yl]-1H-pyrazol-3-yl]methoxy)-2-methylpropanoic acid